FC(C(=O)O)(F)F.NN1CCN(CC1)C1=C(C(=C(C(=N1)SC(C(=O)N)C1=CC=CC=C1)C#N)CC)C#N 2-((6-(4-Aminopiperazin-1-yl)-3,5-dicyano-4-ethylpyridin-2-yl)thio)-2-phenylacetamide, Trifluoroacetic acid salt